O[C@]1(CC[C@@]2([C@H]3CC[C@@]4([C@H](CC[C@H]4[C@@H]3CC[C@@H]2C1)[C@@H](CCC(=O)O)C)C)C)C=CC1=CC=CC=C1 (R)-4-((3S,5R,8R,9S,10S,13R,14S,17R)-3-hydroxy-10,13-dimethyl-3-styrylhexadecahydro-1H-cyclopenta[a]phenanthren-17-yl)pentanoic acid